6-fluoro-N-(2-methyl-4-pyridyl)-1,5-naphthyridin-2-amine FC=1N=C2C=CC(=NC2=CC1)NC1=CC(=NC=C1)C